N-((3R,4S)-4-((6-(2,6-difluoro-3,5-dimethoxyphenyl)-8-(2,6-dimethyl-morpholino)pyrido[3,4-d]pyrimidin-2-yl)amino)tetrahydrofuran-3-yl)acryl-amide FC1=C(C(=C(C=C1OC)OC)F)C1=CC2=C(N=C(N=C2)N[C@H]2[C@H](COC2)NC(C=C)=O)C(=N1)N1CC(OC(C1)C)C